dimethylsilylenebis(cyclopentadienyl)dineopentylzirconium CC(C(C([Zr](CC(C)(C)C)(C1C=CC=C1)C1C=CC=C1)=[SiH2])(C)C)C